5-(2,4,5-trifluoro-3-methoxyphenyl)isothiazole-3-carboxylic acid FC1=C(C=C(C(=C1OC)F)F)C1=CC(=NS1)C(=O)O